COC1=CC(=NC=N1)N1C=2C=3C=CN=C(CCCCC(C(NC2C=N1)=O)C)C3 3-(6-methoxypyrimidin-4-yl)-9-methyl-3,4,7,15-tetraazatricyclo[12.3.1.02,6]Octadecan-1(18),2(6),4,14,16-pentaen-8-one